C(CCCCCCCC)OCCCCCCCCC dinonylether